N,N'-dimethyl-1,2-diaminobutane CNCC(CC)NC